Methyl (E)-3-(4-amino-6-chloro-2-methylpyrimidin-5-yl)acrylate NC1=NC(=NC(=C1/C=C/C(=O)OC)Cl)C